2-methyl-5-(quinoline-8-sulfonylamino)-1,3-thiazole-4-carboxylic acid CC=1SC(=C(N1)C(=O)O)NS(=O)(=O)C=1C=CC=C2C=CC=NC12